(R)-2-(4-cyclopropyl-6-methoxypyrimidin-5-yl)-4-(1-(3-fluoro-4-(1-methyl-4-(trifluoromethyl)-1H-imidazol-2-yl)phenyl)ethyl)-6,7-dihydro-[1,2,4]triazolo[1,5-a]pyrimidin-5(4H)-one C1(CC1)C1=NC=NC(=C1C1=NN2C(N(C(CC2)=O)[C@H](C)C2=CC(=C(C=C2)C=2N(C=C(N2)C(F)(F)F)C)F)=N1)OC